(2-aminoethyl)benzene-1,3-diamine NCCC1=C(C=CC=C1N)N